FC1=C(CC=2C=C(C=CC2)/C=C/C(=O)OCC)C=CC=C1 ethyl (E)-3-(3-(2-fluorobenzyl)phenyl)acrylate